FC1CC(C1)(C1=NC=CC=C1F)CNC1=NC=C(C=N1)N1N=CC(=C1)C(=O)N 1-[2-({[3-fluoro-1-(3-fluoro(2-pyridyl))cyclobutyl]methyl}amino)pyrimidin-5-yl]pyrazole-4-carboxamide